BrC1=CC2=C(N(C3=C(O2)C=C(C=C3)Br)CCC=O)N=C1 3-(3,7-dibromo-10H-benzo[b]pyrido[2,3-e][1,4]oxazin-10-yl)propanal